ethyl-3-(3-dimethylaminopropoyl)carbodiimide hydrochloride Cl.C(C)N=C=NC(CCN(C)C)=O